C(C)(=O)OC1=CC(=CC=2SC(=C(C21)CCO[Si](C2=CC=CC=C2)(C2=CC=CC=C2)C(C)(C)C)Br)C(=O)OCC ethyl 4-acetoxy-2-bromo-3-(2-((tert-butyldiphenylsilyl)oxy)ethyl)benzo[b]thiophene-6-carboxylate